C(C1=CC=CC=C1)C1CCN(CC1)C(CCC=1C(=NN(C1C)C=1C=CC=2N(N1)C(=NN2)C)C(C)C)=O 1-(4-benzylpiperidin-1-yl)-3-(3-isopropyl-5-methyl-1-(3-methyl-[1,2,4]triazolo[4,3-b]pyridazin-6-yl)-1H-pyrazol-4-yl)propan-1-one